(S)-2-(2-amino-3-(1-(phenylsulfonyl)-1H-pyrazolo[3,4-c]pyridin-5-yl)propyl)isoindoline-1,3-dione hydrochloride Cl.N[C@H](CN1C(C2=CC=CC=C2C1=O)=O)CC=1C=C2C(=CN1)N(N=C2)S(=O)(=O)C2=CC=CC=C2